tris-(3,5,6-trichloropyridine) phosphite P(O)(O)O.ClC=1C=NC(=C(C1)Cl)Cl.ClC=1C=NC(=C(C1)Cl)Cl.ClC=1C=NC(=C(C1)Cl)Cl